5-chloro-2-[[4-(6-methoxy-1-tetrahydropyran-2-yl-indazol-4-yl)triazol-1-yl]methyl]pyridazin-3-one ClC1=CC(N(N=C1)CN1N=NC(=C1)C1=C2C=NN(C2=CC(=C1)OC)C1OCCCC1)=O